1-(4-chlorophenyl)-5-methylsulfonyl-4-oxo-cinnoline-3-carboxylic acid ClC1=CC=C(C=C1)N1N=C(C(C2=C(C=CC=C12)S(=O)(=O)C)=O)C(=O)O